2,4-dimethoxythiophene COC=1SC=C(C1)OC